5-(4-(1-((5-(3-fluoro-4-(methylsulfonyl)phenyl)thiazolo[5,4-b]pyridin-2-yl)oxy)ethyl)piperidin-1-yl)-3-isopropyl-1,2,4-oxadiazole FC=1C=C(C=CC1S(=O)(=O)C)C1=CC=C2C(=N1)SC(=N2)OC(C)C2CCN(CC2)C2=NC(=NO2)C(C)C